methyl-imidazole tetracyanoborate C(#N)[B-](C#N)(C#N)C#N.CC=1NC=CN1